CN1C(NC2=C(C1=O)SC(=C2)CN2CCN(CC2)C=2C(=NC(=CC2)N2N=CC=C2)C)=O 3-methyl-6-((4-(2-methyl-6-(1H-pyrazol-1-yl)pyridin-3-yl)piperazin-1-yl)methyl)thieno[3,2-d]pyrimidine-2,4(1H,3H)-dione